5-Iodo-4-methoxy-1-(4-methoxybenzyl)-1H-pyrazolo[3,4-b]pyridine IC=1C(=C2C(=NC1)N(N=C2)CC2=CC=C(C=C2)OC)OC